2-(2-cyclopropyl-7-isopropyl-4-oxo-furo[2,3-d]pyridazin-5-yl)acetic acid C1(CC1)C1=CC2=C(C(=NN(C2=O)CC(=O)O)C(C)C)O1